3,4-Dichlorophenyl 2,4,6-tri-O-acetyl-3-deoxy-3-[4-(1-hydroxybutyl)-1H-1,2,3-triazol-1-yl]-1-thio-α-D-galactopyranoside C(C)(=O)O[C@H]1[C@@H](SC2=CC(=C(C=C2)Cl)Cl)O[C@@H]([C@@H]([C@@H]1N1N=NC(=C1)C(CCC)O)OC(C)=O)COC(C)=O